N-(2-ethylhexyl)-2-phenyl-3-benzyloxy-quinolin-4-one C(C)C(CN1C(=C(C(C2=CC=CC=C12)=O)OCC1=CC=CC=C1)C1=CC=CC=C1)CCCC